[N+](=O)([O-])C1=CC=C(/C=C/C2NC3=C4N=CC=CC4=CC=C3C=C2)C=C1 (E)-2-(4-nitrostyryl)-1H-phenanthroline